C1N(CCC2=CC=CC=C12)C[C@H](CN1CCOC2=C(C1=O)C=CC(=C2)C=2CCOCC2)O 4-[(2R)-3-(3,4-dihydro-1H-isoquinolin-2-yl)-2-hydroxy-propyl]-8-(3,6-dihydro-2H-pyran-4-yl)-2,3-dihydro-1,4-benzoxazepin-5-one